ClC1=NC=CC(=N1)N1CC2CCC(C1)N2C(=O)OC(C)(C)C tert-butyl 3-(2-chloropyrimidin-4-yl)-3,8-diazabicyclo[3.2.1]octane-8-carboxylate